C(C)OC(NC1=C(C=C(C=C1)N(CC)CC=1SC(=CC1)Cl)N)=O {2-Amino-4-[(5-chloro-thiophen-2-ylmethyl)-ethyl-amino]-phenyl}-carbamic acid ethyl ester